ClC1=NC=CC=C1C(=O)NC1=C(C=CC=C1)C1=CC=C(C=C1)C#C 2-chloro-N-(4'-ethynylbiphenyl-2-yl)pyridine-3-carboxamide